5-(2-Fluoro-6-methylphenyl)-3-(6-methyl-5,6,7,8-tetrahydro-1,6-naphthyridin-3-yl)-1H-pyrazolo[4,3-c]pyridazin-6(5H)-on FC1=C(C(=CC=C1)C)N1N=C2C(=CC1=O)NN=C2C=2C=NC=1CCN(CC1C2)C